2',3',5'-O-tris(t-butyldimethylsilyl)guanosine [Si](C)(C)(C(C)(C)C)[C@@]1([C@@H](O[C@@H]([C@]1(O)[Si](C)(C)C(C)(C)C)CO[Si](C)(C)C(C)(C)C)N1C=NC=2C(=O)NC(N)=NC12)O